ClC1=NC2=CC(=CC=C2C(=C1)C1=C(C=CC=C1)Cl)O[C@@H](C(=O)N1CCN(CC1)C(=O)C1CC1)C (2R)-2-[[2-chloro-4-(2-chlorophenyl)-7-quinolyl]oxy]-1-[4-(cyclopropanecarbonyl)piperazin-1-yl]propan-1-one